FC(CN1C=NC2=C1C=C(C=C2)C=2C(=CN1N=C(N=C(C12)OC)NC1CCC2(COC2)CC1)F)F 5-(1-(2,2-difluoroethyl)-1H-benzo[d]imidazol-6-yl)-6-fluoro-4-methoxy-N-(2-oxaspiro[3.5]nonan-7-yl)pyrrolo[2,1-f][1,2,4]triazin-2-amine